C[C@@H](C(C)C)N1C(C=CC2=C1N=C(N=C2)N[C@@H](C)C2=CC=C(C=C2)CN2CCN(CC2)C(C(=C)C)=O)=O 8-((S)-1,2-Dimethyl-propyl)-2-((S)-1-{4-[4-(2-methyl-acryloyl)-piperazin-1-ylmethyl]-phenyl}-ethylamino)-8H-pyrido[2,3-d]pyrimidin-7-on